C(C)(=O)C1=NN(C2=CC=C(C=C12)C=1C=NC(=NC1)C)CC(=O)N1[C@@H]2C[C@@]2(C[C@H]1C(=O)NC1=NC(=CC=C1C)Br)CN1CCN(CC1)C(C)=O (1R,3S,5R)-2-(2-(3-acetyl-5-(2-methylpyrimidin-5-yl)-1H-indazol-1-yl)acetyl)-5-((4-acetylpiperazin-1-yl)methyl)-N-(6-bromo-3-methylpyridin-2-yl)-2-azabicyclo[3.1.0]hexane-3-carboxamide